N-(3,3-difluoropiperidin-4-yl)-2-methyl-5-(2-methylpropyloxy)-1-benzofuran-3-carboxamide FC1(CNCCC1NC(=O)C1=C(OC2=C1C=C(C=C2)OCC(C)C)C)F